BrC1=CC(=C(OC=2C=CC(=C(C2)S(=O)(=O)N)OC)C(=C1)Cl)Cl 5-(4-bromo-2,6-dichloro-phenoxy)-2-methoxy-benzenesulfonamide